2-methylacroyloxyethyltrimethyl-ammonium methylsulfate COS(=O)(=O)[O-].CC(C(=O)OCC[N+](C)(C)C)=C